[Si](C)(C)(C(C)(C)C)OCC(C)(C)NC1=NC=C(C=N1)CN1[C@H](C[C@@]2(CC1)OCCC1=C2C=C(S1)Cl)C N-[2-[tert-butyl(dimethyl)silyl]oxy-1,1-dimethyl-ethyl]-5-[[(2'S,4R)-2-chloro-2'-methyl-spiro[6,7-dihydrothieno[3,2-c]pyran-4,4'-piperidine]-1'-yl]methyl]pyrimidin-2-amine